1,11-Undecandiol C(CCCCCCCCCCO)O